CC(C)C[O-].[Mg+2].COC1=CC(=CC=C1)C=1SC=CC1.CC(C)C[O-] 1-methoxy-3-(2-thienyl)benzene Magnesium isobutoxide